1-(3,4-dihydroisoquinolin-5-yl)-4-methylpiperidin-2-one C1=NCCC2=C(C=CC=C12)N1C(CC(CC1)C)=O